ClC=1C=C(NC=2C3=C(N=CN2)C=C(C(=N3)O[C@@H]3CN(CC3)C(C=C)=O)F)C=CC1OC(F)F 1-[(3S)-3-[4-[3-Chloro-4-(difluoromethoxy)anilino]-7-fluoro-pyrido[3,2-d]pyrimidin-6-yl]oxypyrrolidin-1-yl]prop-2-en-1-one